(3-(1-methoxyethyl)phenyl)boronic acid COC(C)C=1C=C(C=CC1)B(O)O